2-(3-fluoro-4-methoxyphenyl)-1-(3,4,5-trimethoxyphenyl)ethan-1-one oxime FC=1C=C(C=CC1OC)CC(=NO)C1=CC(=C(C(=C1)OC)OC)OC